tert-butyl 9-(4-amino-5-(3-methoxyphenyl)-7-methyl-7H-pyrrolo[2,3-d]pyrimidin-6-yl)-3-azaspiro[5.5]undec-8-ene-3-carboxylate NC=1C2=C(N=CN1)N(C(=C2C2=CC(=CC=C2)OC)C2=CCC1(CCN(CC1)C(=O)OC(C)(C)C)CC2)C